2-((2-(1-((1S,4S)-4-(6-fluoroquinolin-4-yl)cyclohexyl)ethyl)-1H-benzo[d]imidazol-6-yl)oxy)-1-ethanol FC=1C=C2C(=CC=NC2=CC1)C1CCC(CC1)C(C)C1=NC2=C(N1)C=C(C=C2)OCCO